OCCC\C(=C(/C1=CC=C(C=C1)O)\C1=CC=C(C=C1)NC(CN1C[C@@]2([C@](C1)(CN(C2)C(=O)OC(C)(C)C)C)C)=O)\C2=CC=CC=C2 tert-butyl (3aR,6aS)-5-(2-((4-((E)-5-hydroxy-1-(4-hydroxyphenyl)-2-phenylpent-1-en-1-yl)phenyl)amino)-2-oxoethyl)-3a,6a-dimethylhexahydropyrrolo[3,4-c]pyrrole-2(1H)-carboxylate